(tert-butyl)-D-serine C(C)(C)(C)N[C@H](CO)C(=O)O